(S,E)-1-Amino-4-(4-((4-methylpyridin-2-yl)carbamoyl)phenyl)-2-(1-(4,4,4-trifluorobut-2-enoyl)piperidin-2-yl)-1H-imidazol-5-carboxamid NN1C(=NC(=C1C(=O)N)C1=CC=C(C=C1)C(NC1=NC=CC(=C1)C)=O)[C@H]1N(CCCC1)C(\C=C\C(F)(F)F)=O